ClC=1C(=C(C(=C(C1)C(C)N1N=C(C=2C1=NC=NC2)C)OC)C2CN(C2)C2COCC2)C 1-(1-{5-Chloro-2-methoxy-4-methyl-3-[1-(tetrahydrofuran-3-yl)azetidin-3-yl]phenyl}ethyl)-3-methyl-1H-pyrazolo[3,4-d]pyrimidin